C(#N)C=1C(=C(C(=O)NC2=CC=C3C=NN(C3=C2)C2=CC(=NC(=C2)C)OC)C=CN1)C(=C)C 2-Cyano-N-(1-(2-methoxy-6-methylpyridin-4-yl)-1H-indazol-6-yl)-3-(prop-1-en-2-yl)isonicotinamide